gamma-(3-fluoro-benzyl)-proline FC=1C=C(CC2C[C@H](NC2)C(=O)O)C=CC1